FC1=C2C(=CC=3COC(C13)=O)OC1(CO2)CCN(CC1)C(=O)OCC1=CC=CC=C1 benzyl 5'-fluoro-6'-oxo-6',8'-dihydro-3'H-spiro[piperidine-4,2'-[1,4]dioxino[2,3-f]isobenzofuran]-1-carboxylate